sodium 2-(2-ethoxy-2-oxoacetyl)cyclopent-1-en-1-olate C(C)OC(C(=O)C1=C(CCC1)[O-])=O.[Na+]